CC1=NC2=CC=CC=C2C=C1CC(=O)O 2-(2-methylquinolin-3-yl)acetic acid